C(C1=CC=CC=C1)OC(=O)N1CC2=CC=CC(=C2C(C1)(F)F)C=C1CCN(CC1)C(=O)OC(C)(C)C.C(C)(CC)C=1C(=C(C2=CC=CC=C2C1)S(=O)(=O)[O-])C(C)CC.[Na+] sodium disecondary-butylnaphthalenesulfonate benzyl-5-[(1-tert-butoxycarbonyl-4-piperidylidene)methyl]-4,4-difluoro-1,3-dihydroisoquinoline-2-carboxylate